1,2-bis[4-(2-hydroxyethoxy)phenyl]ethanone OCCOC1=CC=C(C=C1)C(CC1=CC=C(C=C1)OCCO)=O